N-[4-[2-fluoro-3-(3-piperazin-1-ylazetidin-1-yl)phenoxy]-3-(6-methyl-7-oxo-1H-pyrrolo[2,3-c]pyridin-4-yl)phenyl]-N-methyl-cyclopropanesulfonamide FC1=C(OC2=C(C=C(C=C2)N(S(=O)(=O)C2CC2)C)C=2C3=C(C(N(C2)C)=O)NC=C3)C=CC=C1N1CC(C1)N1CCNCC1